N-(3-chloro-5-(trifluoromethyl)phenyl)-2-methylbenzamide ClC=1C=C(C=C(C1)C(F)(F)F)NC(C1=C(C=CC=C1)C)=O